C(CCCCC(=O)OCC(CCCC)C)(=O)OCC(CCCC)C di(2-methylhexyl) adipate